NCC1=NNC(C2=C(C=C(C=C12)C1=C(N(N=C1)C)C=1C(=CC2=CC=CC=C2C1Cl)C#N)Cl)=O (M)-3-[4-[4-(aminomethyl)-8-chloro-1-oxo-2H-phthalazin-6-yl]-2-methyl-pyrazol-3-yl]-4-chloro-naphthalene-2-carbonitrile